C(C=C)SSCC1=CC=C(C=C1)CSSCC=C 1,4-bis((allyldisulfaneyl)methyl)benzene